C1(=CC=CC=C1)[C@H](CC1=NC=CC=C1)NC(=O)[C@H]1N(CCC1)C(=O)OC(C)(C)C tert-Butyl (2S)-2-{[(1S)-1-phenyl-2-(pyridin-2-yl)ethyl]carbamoyl}pyrrolidine-1-carboxylate